S(C1=C(C(=CC(=C1)C)C(C)(C)C)O)C1=C(C(=CC(=C1)C)C(C)(C)C)O thio-bis-(6-t-butyl-4-methylphenol)